N-(2-(3-oxa-8-azabicyclo[3.2.1]oct-8-yl)benzyl)-2-(9-(pyridin-2-yl)-6-oxaspiro[4.5]decan-9-yl)ethylamine C12COCC(CC1)N2C2=C(CNCCC1(CCOC3(CCCC3)C1)C1=NC=CC=C1)C=CC=C2